ClC=1C(=CC(=NC1)NC1=CC=NN1C)C=1C=C2N(CC(CN3C2=NN=C3C3(CCC3)C(F)(F)F)COC)C1 5-chloro-4-(6-(methoxymethyl)-3-(1-(trifluoromethyl)cyclobutyl)-6,7-dihydro-5H-pyrrolo[1,2-a][1,2,4]triazolo[3,4-c][1,4]diazepin-10-yl)-N-(1-methyl-1H-pyrazol-5-yl)pyridin-2-amine